ClCOC(C1=CC=CC=C1)=O.C1(=CC=C(C=C1)SC=1SC2=C(N1)C=CC=C2)C 2-p-tolylmercaptobenzothiazole CHLOROMETHYL-BENZOATE